(1R,3S)-3-(3-((2-(2-Hydroxypropan-2-yl)pyrazolo[1,5-a]pyrazin-4-yl)amino)-1H-pyrazole-5-yl)cyclopentyl ((S)-sec-butyl)carbamate [C@H](C)(CC)NC(O[C@H]1C[C@H](CC1)C1=CC(=NN1)NC=1C=2N(C=CN1)N=C(C2)C(C)(C)O)=O